C(C)(C)(C)OC(=O)N[C@H](C(=O)NC1=CC(=C(C=C1F)C(C(=O)OC)C)C(F)(F)F)C(C1CC1)C1CC1 methyl 2-(4-((S)-2-((tert-butoxycarbonyl)amino)-3,3-dicyclopropylpropanamido)-5-fluoro-2-(trifluoromethyl)phenyl)propanoate